C(C=C)OC=1C=C(C(=O)OC)C=CC1[N+](=O)[O-] methyl 3-(allyloxy)-4-nitrobenzoate